methyl alpha-hydroxypentanoate OC(C(=O)OC)CCC